(S)-3-aminotetrahydropyran hydrochloride Cl.N[C@@H]1COCCC1